FC(C1=C(CN2C(=NC3=C2C=CC=C3)CN3C(CNCC3)C(=O)C3CC3)C=CC=C1)(F)F 1-(2-(trifluoromethyl)benzyl)-2-((cyclopropylformylpiperazin-1-yl)methyl)-1H-benzimidazole